COC(C(C)OCCOCCO)=O 2-(2-(2-hydroxyethoxy)ethoxy)propionic acid methyl ester